3-(sec-butyl)-6-fluoro-4-(3-hydroxypyrrolidine-1-carbonyl)-1,3,4,5-tetrahydro-2H-benzo[1,4]diazepin-2-one C(C)(CC)C1C(NC2=C(CN1C(=O)N1CC(CC1)O)C(=CC=C2)F)=O